C(N)(=O)C(C(C)(C)C)NC(=O)C1=CN(C2=CC=CC=C12)CCCCC N-(1-carbamoyl-2,2-dimethylpropyl)-1-pentyl-1H-indole-3-carboxamide